O1CCN(CC1)CCOC([C@H](CC(C)C)NC([C@H](CCC1=NC2=C(N1C)C=CC(=C2)N(CCCl)CCCl)N)=O)=O.C(C)(C)OP(=O)(OC(C)C)O.O2C=CC(C1=C2C=CC=C1)=O (4H-benzopyran-4-one) diisopropyl-phosphate 2-morpholinoethyl-(2S)-2-[[(2S)-2-amino-4-[5-[bis(2-chloroethyl)amino]-1-methyl-benzimidazol-2-yl]butanoyl]amino]-4-methyl-pentanoate